C(C)SC1=CC2=C(C(=C(O2)C(/C=C/C2=CC(=C(OC(C(=O)OC(C)(C)C)(C)C)C(=C2)C)C)=O)C)C=C1 tert-butyl (E)-2-(4-(3-(6-(ethylthio)-3-methylbenzofuran-2-yl)-3-oxoprop-1-en-1-yl)-2,6-dimethylphenoxy)-2-methylpropanoate